Cl.NC1CC(C1)O (1R,3R)-3-aminocyclobutan-1-ol HCl